racemic-isobutylsuccinonitrile C(C(C)C)[C@@H](C#N)CC#N |r|